D-erythro-hex-3-enopyranose OC1[C@H](O)C(O)=C(O)[C@H](O1)CO